2,2'-bipyridine-5-sulfonate N1=C(C=CC(=C1)S(=O)(=O)[O-])C1=NC=CC=C1